ClC1=CC=C(C=C1)C1=CC=2C3=C(C=NC2C=C1)N(\C(\N3C=3C=C(C#N)C=CC3C)=N/C)C (E)-3-(8-(4-chlorophenyl)-3-methyl-2-(methylimino)-2,3-dihydro-1H-imidazo[4,5-c]quinolin-1-yl)-4-methylbenzonitrile